ClC1=CC=C2C(=C1)NC(C21N(C(C=2N=C(N(C21)C(C)C)C=2C(=NC(=NC2)OC(C)C)OC)=O)C2=CC(=CC=C2)Cl)=O 6-chloro-5'-(3-chlorophenyl)-2'-(2-isopropoxy-4-methoxypyrimidin-5-yl)-3'-isopropyl-3'H-spiro[indoline-3,4'-pyrrolo[3,4-d]imidazole]-2,6'(5'H)-dione